COC1=C(C(=O)NC2=NC=CC(=C2)C(F)(F)F)C=CC(=C1)B1OC(C(O1)(C)C)(C)C 2-methoxy-4-(4,4,5,5-tetramethyl-1,3,2-dioxaborolan-2-yl)-N-[4-(trifluoromethyl)-2-pyridyl]benzamide